methyl 6-methoxy-1H-indazole-5-carboxylate COC1=C(C=C2C=NNC2=C1)C(=O)OC